CC=1N=NC=C(C1[C@@H](C)OC=1C=C2C(=NNC2=CC1)C=1C=NC(=C(C#N)C1)N1[C@@H](CCC1)CO)C 5-(5-((R)-1-(3,5-dimethylpyridazin-4-yl)ethoxy)-1H-indazol-3-yl)-2-((S)-2-(hydroxymethyl)pyrrolidin-1-yl)nicotinonitrile